C(C)(C)(C)OC(=O)N1[C@H](CC=CC1)C (2S)-2-methyl-3,6-dihydropyridine-1(2H)-carboxylic acid tert-butyl ester